O1CCOC2=C1C=CC(=C2)[C@H]([C@@H](CN2CCCC2)NC(CCCCCCCC)=O)O N-[(1R,2R)-2-(2,3-dihydro-1,4-benzodioxin-6-yl)-2-hydroxy-1-(1-pyrrolidinylmethyl)ethyl]-nonanamide